tert-butyl 2-chloro-7,7-dimethyl-spiro[6H-thieno[3,2-c]pyran-4,4'-piperidine]-1'-carboxylate ClC1=CC2=C(C(COC23CCN(CC3)C(=O)OC(C)(C)C)(C)C)S1